CNC(=O)C1=CC2=C(N(C(=N2)C2=CC=NC3=CC=CC=C23)C=2C=C3CCC(NC3=CC2)=O)C=C1 N-methyl-1-(2-oxo-1,2,3,4-tetrahydroquinolin-6-yl)-2-(quinolin-4-yl)-1H-benzo[d]imidazole-5-carboxamide